CN(C(=S)[C@H]1N(C[C@@H](C1)OCCC1=NN=NN1)C(=O)OC(C)(C)C)C tert-butyl (2S,4R)-2-(dimethylcarbamothioyl)-4-[2-(1H-1,2,3,4-tetrazol-5-yl)ethoxy]pyrrolidine-1-carboxylate